NC1CCC(CC1)N1CCN(CC1)C(C)=O 1-(4-((1R,4R)-4-AMINOCYCLOHEXYL)PIPERAZIN-1-YL)ETHAN-1-ONE